FC1=C2C(=CN=C1NC1CC3CCC(C1)N3C)OC(=C2)C(=O)N 4-fluoro-5-({8-methyl-8-azabicyclo[3.2.1]octan-3-yl}amino)furo[2,3-c]pyridine-2-carboxamide